(1S,3S)-3-((6-(5-((([1,1'-Bi(cyclopropan)]-1-yl(methyl)carbamoyl)oxy)methyl)-1-methyl-1H-pyrazol-4-yl)-2-methylpyridin-3-yl)oxy)cyclohexan C1(CC1)(C1CC1)N(C(=O)OCC1=C(C=NN1C)C1=CC=C(C(=N1)C)OC1CCCCC1)C